1-[2-(difluoromethoxy)-4-(trifluoromethoxy)phenyl]-N-[(3R,5R)-5-fluoro-1-methylpiperidin-3-yl]pyrrolo[1,2-d][1,2,4]triazin-4-amine FC(OC1=C(C=CC(=C1)OC(F)(F)F)C=1C=2N(C(=NN1)N[C@H]1CN(C[C@@H](C1)F)C)C=CC2)F